7-methyl-2-(2-(thien-2-yl)ethyl)-1,2,3,4-tetrahydroisoquinoline CC1=CC=C2CCN(CC2=C1)CCC=1SC=CC1